calcium-lanthanum borate B([O-])([O-])[O-].[La+3].[Ca+2]